1,3,6,8-tetra(p-formylphenyl)pyrene C(=O)C1=CC=C(C=C1)C1=CC(=C2C=CC3=C(C=C(C4=CC=C1C2=C34)C3=CC=C(C=C3)C=O)C3=CC=C(C=C3)C=O)C3=CC=C(C=C3)C=O